3-[3-(3-sulfanylpropoxy)-2-[[3-(3-sulfanylpropoxy)-2,2-bis(3-sulfanylpropoxymethyl)propoxy]methyl]-2-(3-sulfanylpropoxymethyl)propoxy]propane-1-thiol SCCCOCC(COCCCS)(COCCCS)COCC(COCCCS)(COCCCS)COCCCS